2-[6-(3,4-difluorophenyl)-3-methyl-2-oxo-imidazo[4,5-b]pyridin-1-yl]-N,N-dimethyl-acetamide FC=1C=C(C=CC1F)C=1C=C2C(=NC1)N(C(N2CC(=O)N(C)C)=O)C